ClC=1C=C(C=C(C1)Cl)C=1OC2=C(N1)C=CC(=C2)C(=O)OC2CC(N1CCCCC21)=O 3-oxooctahydroindolizin-1-yl 2-(3,5-dichlorophenyl)benzo-[d]oxazole-6-carboxylate